ClC=1C(=NC(=CN1)Br)C#N 3-chloro-6-bromopyrazine-2-formonitrile